BrC1=CC=C(C=C1)C1=NC(=NO1)C1CN(CC1)C#N 3-(5-(4-bromophenyl)-1,2,4-oxadiazol-3-yl)pyrrolidine-1-carbonitrile